3-[3-(fluoromethyl)azetidine-1-carbonyl]-2-(3-methylpyrazin-2-yl)-5-(4-phenylphenyl)-4H-pyrazolo[1,5-a]pyrimidin-7-one FCC1CN(C1)C(=O)C=1C(=NN2C1NC(=CC2=O)C2=CC=C(C=C2)C2=CC=CC=C2)C2=NC=CN=C2C